methyl (Z)-2-[5-(4-chloropyrazol-1-yl)-2-methyl-phenoxy]-3-methoxy-prop-2-enoate ClC=1C=NN(C1)C=1C=CC(=C(O\C(\C(=O)OC)=C/OC)C1)C